CC(CCCCC(=O)OCC(C(=O)OCCCCCCCCCCC1=C(C(C(=C(C1=O)OC)OC)=O)C)NC(=O)OC(C)(C)C)CC [3-[10-(4,5-dimethoxy-2-methyl-3,6-dioxocyclohexa-1,4-dien-1-yl)decoxy]-2-[(2-methylpropan-2-yl)oxycarbonylamino]-3-oxopropyl] 6-methyloctanoate